6,6-dimethyl-2,3,4,5-tetrahydroquinazoline CC1(CC=2CNCNC2C=C1)C